(2S,6R)-2-(hydroxymethyl)-6-ethoxy-1,4-oxazepane-4-carboxylic acid tert-butyl ester C(C)(C)(C)OC(=O)N1C[C@H](OC[C@@H](C1)OCC)CO